(S)-2-(4-(3-chloro-4-(2-chloro-3-(6-methoxy-5-((((5-oxopyrrolidin-2-yl)methyl)amino)methyl)pyridin-2-yl)phenyl)pyridin-2-yl)-2-fluoro-6-methoxybenzyl)-2,6-diazaspiro[3.4]octan-7-one ClC=1C(=NC=CC1C1=C(C(=CC=C1)C1=NC(=C(C=C1)CNC[C@H]1NC(CC1)=O)OC)Cl)C1=CC(=C(CN2CC3(C2)CNC(C3)=O)C(=C1)OC)F